5-amino-N1,N3-bis(2,3-dihydroxypropyl)-2,4,6-triiodoisophthalamide NC=1C(=C(C(=C(C(=O)NCC(CO)O)C1I)I)C(=O)NCC(CO)O)I